C(C)(C)(C)OC(NC1CCN(CC1)C1=NC2=CC=C(C=C2C(=N1)C1=CC(=C(C=C1)C#N)F)Br)=O tert-butyl(1-(6-bromo-4-(4-cyano-3-fluorophenyl)quinazolin-2-yl)piperidin-4-yl)carbamate